NC1=C(C(=O)N)C=CC(=C1Br)OC 2-amino-3-bromo-4-methoxybenzamide